ethyl 5-(2-hydroxyethoxy)-4-(methoxymethyl)-9H-pyrido[3,4-b]indole-3-carboxylate OCCOC1=C2C3=C(NC2=CC=C1)C=NC(=C3COC)C(=O)OCC